CC(C(=O)[O-])(S)C dimethyl-2-mercaptoacetate